C(C)(C)(C)OC(=O)N1CC(C(CC1)O)(C)C 4-hydroxy-3,3-dimethylpiperidine-1-carboxylic acid tert-butyl ester